2-cyano-3-(piperidin-3-yloxy)pyridin-5-yl-2,4-diaminopyrimidine C(#N)C1=NC=C(C=C1OC1CNCCC1)C=1C(=NC(=NC1)N)N